2,4,6-triphenyl-pyran nitrate [N+](=O)(O)[O-].C1(=CC=CC=C1)C1OC(=CC(=C1)C1=CC=CC=C1)C1=CC=CC=C1